ClC=1C(=NC=CC1C1=NC(=C(C=C1)CNC[C@H]1NC(CC1)=O)OC)C=1C(=C(C=CC1)NC(C1=NC=C(C=C1)CNCCOC)=O)C (S)-N-(3-(3'-Chloro-6-methoxy-5-((((5-oxopyrrolidin-2-yl)methyl)amino)methyl)-[2,4'-bipyridin]-2'-yl)-2-methylphenyl)-5-(((2-methoxyethyl)amino)methyl)picolinamide